COC(=O)C1=CC2=C(N(C(=N2)C2=CC=3C(=NC(=CC3)C3N(CCC3)C(=O)OC(C)(C)C)N2CCCCCCCC(=O)OC(C)(C)C)C)C(=C1)OC 2-[1-(8-tert-butoxy-8-oxo-octyl)-6-[(1R)-1-tert-butoxycarbonylpyrrolidin-2-yl]pyrrolo[2,3-b]pyridin-2-yl]-7-methoxy-1-methyl-benzimidazole-5-carboxylic acid methyl ester